methyl 3-(4-(difluoromethyl)-1-ethyl-1H-pyrazol-5-yl)-5-fluorobenzoate FC(C=1C=NN(C1C=1C=C(C(=O)OC)C=C(C1)F)CC)F